2-(2-(difluoromethoxy)-7-methylquinoxalin-5-yl)benzo[d]oxazole FC(OC1=NC2=CC(=CC(=C2N=C1)C=1OC2=C(N1)C=CC=C2)C)F